FC1=C(C=CC=C1)NC(=O)C1C(CN2C1=NN=C2C)C2=CC=C(C=C2)C(F)(F)F N-(2-fluorophenyl)-6,7-dihydro-methyl-6-[4-(trifluoromethyl)phenyl]-5H-pyrrolo[2,1-c]-1,2,4-triazole-7-carboxamide